N(=[N+]=[N-])[C@@H]1CN(C[C@H](C1)F)C(=O)OC(C)(C)C tert-butyl (3S,5S)-3-azido-5-fluoropiperidine-1-carboxylate